2-{5-[(1S)-1-aminoethyl]-3-methyl-1H-1,2,4-triazol-1-yl}-N-(cyanomethyl)-N-methyl-1,3-thiazole-5-carboxamide N[C@@H](C)C1=NC(=NN1C=1SC(=CN1)C(=O)N(C)CC#N)C